2-amino-3-(4-hydroxy-3-methoxyphenyl)propionic acid NC(C(=O)O)CC1=CC(=C(C=C1)O)OC